ClC=1C=C(C=C(C1F)Cl)NC(=O)C1(C(=NN(C1=O)C1=CC=C(C=C1)OC(F)F)C)C N-(3,5-dichloro-4-fluoro-phenyl)-1-[4-(difluoromethoxy)phenyl]-3,4-dimethyl-5-oxo-pyrazole-4-carboxamide